3-(2-((1-phenylcyclopentyl)oxycarbonyl)ethylthio)propyltrimethoxysilane C1(=CC=CC=C1)C1(CCCC1)OC(=O)CCSCCC[Si](OC)(OC)OC